5-(6-morpholino-4-(phenylsulfonyl)pyridin-2-yl)-4-(trifluoromethyl)thiazol-2-amine O1CCN(CC1)C1=CC(=CC(=N1)C1=C(N=C(S1)N)C(F)(F)F)S(=O)(=O)C1=CC=CC=C1